C(C)(C)(C)N1CCN(CC1)C=1C=C(C=NC1C)C1=NC(=CC(=C1O)C1=CC(=C(C=C1)N1C(N(C=C1)C)=O)C)C 1-(4-(5'-(4-(tert-butyl)piperazin-1-yl)-3-hydroxy-6,6'-dimethyl-[2,3'-bipyridin]-4-yl)-2-methylphenyl)-3-methyl-1,3-dihydro-2H-imidazol-2-one